(3,3-difluoroazetidin-1-yl)(6-((5-methyl-3-(6-methylpyridin-3-yl)isoxazol-4-yl)methoxy)pyridazin-3-yl)methanone FC1(CN(C1)C(=O)C=1N=NC(=CC1)OCC=1C(=NOC1C)C=1C=NC(=CC1)C)F